C[C@@H]1CN(C(=CC1)C=1C=CC2=C(N=C(S2)C(CN2CCCC2)C)C1)C(=O)OC(C)(C)C (3S)-tert-butyl 3-methyl-6-(2-(1-(pyrrolidin-1-yl)propan-2-yl)benzo[d]thiazol-5-yl)-3,4-dihydropyridine-1(2H)-carboxylate